FC1(C[C@@H](N(C[C@H]1C)C(C(=O)NC=1C=C(C=NC1)C(=O)N)=O)C1=CC=CC=C1)F 5-[[2-[(2R,5R)-4,4-difluoro-5-methyl-2-phenyl-1-piperidyl]-2-oxo-acetyl]amino]pyridine-3-carboxamide